BrC1=CC=2NON(OC2N=C1)C=1C(=C(C=CC1)NC(=O)C1=C(N=C2N(O1)CCCC2)O)Cl N-(3-(7-bromo-2,4-dioxa-1,2-dihydropyrido[3,2-d]pyrimidine-3(4H)-yl)-2-chlorophenyl)-2-hydroxy-4-oxa-6,7,8,9-tetrahydro-4H-pyrido[1,2-a]pyrimidine-3-carboxamide